C1(CC1)CN(CC(F)F)CC1=NN2C(=NC=3C(=CC=CC3C2=N1)OC)N 2-(((cyclopropylmethyl)(2,2-difluoroethyl)amino)methyl)-7-methoxy-[1,2,4]triazolo[1,5-c]quinazolin-5-amine